FC(C(=O)O)(F)F.N[C@H](C(=O)[C@@]1(OC1)C)CC(C)C (2S)-2-amino-4-methyl-1-((2R)-2-methyl-oxiranyl)-1-pentanone trifluoroacetate